FC1=CC=CC2=C1C(CCO2)=O 5-Fluoro-3,4-dihydro-2H-1-benzopyran-4-one